FC1CN(C1)C1=CC(=C(C=C1)F)N1N=C2N=CC(=CC2=C1)C=1N=CNC1 3-fluoro-N-{4-fluoro-3-[5-(1H-imidazol-4-yl)-2H-pyrazolo[3,4-b]pyridin-2-yl]phenyl}azetidine